C(#N)/C(/C(=O)NC1=CC=CC=C1)=C\C1=CC(=C(C=C1)O)O (E)-2-cyano-3-(3,4-dihydroxyphenyl)-N-phenylacrylamide